1-cyclobutyl-N-((2-((4-(5-(3,3-difluoropyrrolid-1-yl)pyridin-3-yl)-1H-1,2,3-triazol-1-yl)methyl)imidazo[1,2-a]pyridin-6-yl)methyl)methylamine C1(CCC1)CNCC=1C=CC=2N(C1)C=C(N2)CN2N=NC(=C2)C=2C=NC=C(C2)N2CC(CC2)(F)F